tert-butyl (S)-3-(3-(6-(6-bromopicolinamido)-5-(trifluoromethyl)pyridin-3-yl)-1,2,4-oxadiazol-5-yl)piperidine-1-carboxylate BrC1=CC=CC(=N1)C(=O)NC1=C(C=C(C=N1)C1=NOC(=N1)[C@@H]1CN(CCC1)C(=O)OC(C)(C)C)C(F)(F)F